FC1=CN=C2C[C@@H](CNC2=C1)[C@@H](C1=CC=CC=C1)NCCC=1C=C(C=CC1C)CC(=O)O 2-(3-(2-(((S)-((S)-7-fluoro-1,2,3,4-tetrahydro-1,5-naphthyridin-3-yl)(phenyl)methyl)amino)ethyl)-4-methylphenyl)acetic acid